(S)-(4-Fluoro-7-methyl-1H-benzo[d]imidazol-2-yl)(5-methyl-7,8-dihydro-1,6-naphthyridin-6(5H)-yl)methanone FC1=CC=C(C=2NC(=NC21)C(=O)N2[C@H](C=1C=CC=NC1CC2)C)C